C(C=C)(=O)C1=CC=2N=C(N=C(C2N=C1C=1C(=C(C=CC1)C1=C(C(=CC=C1)C1=NC(=C(C=C1)CNC(C)C)OC)Cl)C)N)C.[Ti] titanium alloyl(2'-chloro-3'-(5-((isopropylamino)methyl)-6-methoxypyridin-2-yl)-2-methyl-[1,1'-biphenyl]-3-yl)-2-methylpyrido[3,2-d]Pyrimidin-4-amine